CC1=C(C(CCC1)(C)C)CC(CC)=O 4-(2,6,6-trimethyl-1-cyclohexenyl)-3-butanone